(2R,3R,4R,5R,6S)-2-(acetoxymethyl)-6-allyl-4-(4-(3,4,5-trifluorophenyl)-1H-1,2,3-triazol-1-yl)tetrahydro-2H-pyran-3,5-diyl diacetate C(C)(=O)O[C@H]1[C@H](O[C@H]([C@@H]([C@H]1N1N=NC(=C1)C1=CC(=C(C(=C1)F)F)F)OC(C)=O)CC=C)COC(C)=O